4-(1-acryloyl-1,2,5,6-tetrahydropyridin-3-yl)-3-chloro-5-fluoro-2-methyl-1H-indole C(C=C)(=O)N1CC(=CCC1)C1=C2C(=C(NC2=CC=C1F)C)Cl